C1(CC1)C1=CC=CC=2N(C=NC21)CC2=CC1=C(N(C(N1C)=O)C)C=C2 5-[(4-cyclopropylbenzimidazol-1-yl)methyl]-1,3-dimethyl-benzimidazol-2-one